tert-butyl 4-(1H-pyrrolo[2,3-b]pyridin-3-yl)piperidine-1-carboxylate N1C=C(C=2C1=NC=CC2)C2CCN(CC2)C(=O)OC(C)(C)C